bromoundec-1-ene BrC=CCCCCCCCCC